(7-(3-methoxybenzo[d]Isoxazol-5-yl)pyrazolo[1,5-a]pyridin-3-yl)(piperidin-1-yl)methanone COC1=NOC2=C1C=C(C=C2)C2=CC=CC=1N2N=CC1C(=O)N1CCCCC1